C(C1=CC=CC=C1)N(C(OCC=1C=NC(=CC1)C(F)(F)F)=O)CC(C=1C=NC=CC1)O [6-(trifluoromethyl)-3-pyridyl]methyl N-benzyl-N-[2-hydroxy-2-(3-pyridyl)ethyl]carbamate